CC1(CCN(CC1)CC1=CC=C(CNC2=C3C(N(C(C3=CC=C2)=O)C2C(NC(CC2)=O)=O)=O)C=C1)C 4-(4-((4,4-dimethylpiperidin-1-yl)methyl)benzylamino)-2-(2,6-dioxopiperidin-3-yl)isoindoline-1,3-dione